(2RS)-2-(6,7-dihydro-5H-pyrrolo[1,2-c]imidazol-1-yl)-2-[4-fluoro-1-oxo-6-(4-piperazin-1-ylphenyl)isoindolin-2-yl]-N-thiazol-2-yl-acetamide C1(=C2N(C=N1)CCC2)[C@H](C(=O)NC=2SC=CN2)N2C(C1=CC(=CC(=C1C2)F)C2=CC=C(C=C2)N2CCNCC2)=O |r|